N1=C(C=CC=C1)N1CCC(CC1)N pyridin-2-yl-piperidin-4-amine